[Mn](=O)(=O)([O-])[O-].[Na+].[Fe+2].[Ni+2] Nickel iron sodium manganate